FC1=C(C[C@@]2(NC3=CC=CC=C3C2)C=C)C=CC=C1 (R)-2-(2-fluorobenzyl)-2-vinylindoline